N-BENZYL-5-PHENYL-7H-PYRROLO[2,3-D]PYRIMIDIN-4-AMINE C(C1=CC=CC=C1)NC=1C2=C(N=CN1)NC=C2C2=CC=CC=C2